C(C)(C)(C)C12CN(CC(CC1)N2)C2=NC(=NC1=C(C(=C(C=C21)Cl)C2=CC(=CC1=CC=CC=C21)OCOC)F)F tert-butyl-3-(6-chloro-2,8-difluoro-7-(3-(methoxymethoxy)naphthalen-1-yl)quinazolin-4-yl)-3,8-diazabicyclo[3.2.1]octane